trimethoxysilylpropyl dimethylthiocarbamoyl disulfide CN(C(=S)SSCCC[Si](OC)(OC)OC)C